2-{4-[3-(4-chloro-5-fluoro-6-methoxy-1-methyl-1H-indole-2-amido)oxetan-3-yl]-3-fluorophenyl}acetic acid ClC1=C2C=C(N(C2=CC(=C1F)OC)C)C(=O)NC1(COC1)C1=C(C=C(C=C1)CC(=O)O)F